(R)-(1-phenyl-2-(quinolin-2-yl)ethyl)carbamic acid methyl ester COC(N[C@H](CC1=NC2=CC=CC=C2C=C1)C1=CC=CC=C1)=O